N-PHENYL-3-(2,5-DIOXOPYRROLIDIN-1-YL)PROPANAMIDE C1(=CC=CC=C1)NC(CCN1C(CCC1=O)=O)=O